C(C)(C)N(C(O)=O)C12CCC(CC1)(CC2)C=2SC(=CN2)C2=C(C=C(C=C2)NC(=O)NCC2=CC=CC=C2)S(NC(C)(C)C)(=O)=O.C[SiH2]C2=CC1=CC=CC=C1C=C2 methyl-(2-naphthyl)silane isopropyl-(4-(5-(4-(3-benzylureido)-2-(N-(tert-butyl)sulfamoyl)phenyl)thiazol-2-yl)bicyclo[2.2.2]octan-1-yl)carbamate